(S)- and (R)-4-(2-((2-(4-chloro-1H-indol-3-yl)-2-oxo-1-phenylethyl)-amino)ethyl)benzene-sulfonamide ClC1=C2C(=CNC2=CC=C1)C([C@H](C1=CC=CC=C1)NCCC1=CC=C(C=C1)S(=O)(=O)N)=O |r|